ClC1=CC(=C(OC=2C(=C(C=NC2)CC2=C(C(=NC=C2)NS(NCC)(=O)=O)F)C)C=C1)F 4-[[5-(4-chloro-2-fluoro-phenoxy)-4-methyl-3-pyridinyl]methyl]-N-(ethylsulfamoyl)-3-fluoro-pyridin-2-amine